3-(2-(bis(methyl-d3)amino)ethyl)-1H-indol-4-yl D-alaninate N[C@H](C)C(=O)OC1=C2C(=CNC2=CC=C1)CCN(C([2H])([2H])[2H])C([2H])([2H])[2H]